C(C)(C)(C)OC(C[C@@H](C(=O)O)NC(=O)OCC1C2=CC=CC=C2C=2C=CC=CC12)=O (2S)-4-(tert-butoxy)-2-({[(9H-fluoren-9-yl)methoxy]carbonyl}amino)-4-Oxobutanoic acid